2,2-bis(2,3-dicarboxyphenyl)-1,1,1,3,3,3-hexafluoropropane C(=O)(O)C1=C(C=CC=C1C(=O)O)C(C(F)(F)F)(C(F)(F)F)C1=C(C(=CC=C1)C(=O)O)C(=O)O